C(CCCC(C)(C)C)O neo-octanol